C([C@@H](C(=O)O)N)OP(=O)(O)O L-2-Amino-3-hydroxypropanoic acid 3-phosphate